1,4-bis(4-aminophenoxy)pentane NC1=CC=C(OCCCC(C)OC2=CC=C(C=C2)N)C=C1